C(=C)C1=C(C=2NC3=CC=CC=C3C2C=C1)C1NCCC2=CC=CC=C12 vinyl-tetrahydroisoquinolinyl-carbazole